Cl.N[C@H](CC(=O)O)CC=1C=C(C=CC1)C1=CC(=C(C=C1)OC1=NC=C(C=C1F)Cl)F (S)-3-amino-4-(4'-((5-chloro-3-fluoropyridin-2-yl)oxy)-3'-fluoro-[1,1'-biphenyl]-3-yl)butanoic acid hydrochloride